dihydroxyterephthalic acid Fumarate C(\C=C\C(=O)O)(=O)O.OC=1C(=C(C(=O)O)C=CC1C(=O)O)O